C(C)C1(NC(CC(C1)NC(=O)C1=CC(=CC=C1)C(=O)NC1CC(NC(C1)(CC)CC)(CC)CC)(CC)CC)CC N,N'-bis(2,2,6,6-tetraethyl-4-piperidyl)-1,3-benzenedicarboxamide